BrC=1C=C(C=C2C(=CC(=NC12)C1CCNCC1)C#N)C 8-bromo-6-methyl-2-(piperidine-4-yl)quinoline-4-carbonitrile